methoxypentanenitrile COC(C#N)CCC